(2S)-2-((3-(secbutylsulfonyl)phenoxy)methyl)oxirane C(C)(CC)S(=O)(=O)C=1C=C(OC[C@H]2OC2)C=CC1